3-R-fluoropyrrolidine HCl salt Cl.F[C@H]1CNCC1